C1(=CCCC1)C1=C(C=C(C=C1)C1=NNC(OC1)=O)F 5-[4-(cyclopent-1-en-1-yl)-3-fluorophenyl]-3,6-dihydro-2H-1,3,4-oxadiazin-2-one